2,4,6-tri-tert-butyl-phenol C(C)(C)(C)C1=C(C(=CC(=C1)C(C)(C)C)C(C)(C)C)O